C1(C(CC(C(C1)C(=O)O)C(=O)O)C(=O)O)C(O)=N 1,2,4,5-cyclohexanetetracarboxylic acid imide